2-(3-chloro-5-fluorophenyl)-7-[(3S)-3-methylpiperazin-1-yl]-4H-pyrido[1,2-a]pyrimidin-4-one ClC=1C=C(C=C(C1)F)C=1N=C2N(C(C1)=O)C=C(C=C2)N2C[C@@H](NCC2)C